Trans-4-{6-amino-2-[3-(benzyloxy)phenyl]-9H-purin-9-yl}-N-(4-methyl-1,3-thiazol-2-yl)cyclohexanecarboxamide NC1=C2N=CN(C2=NC(=N1)C1=CC(=CC=C1)OCC1=CC=CC=C1)[C@@H]1CC[C@H](CC1)C(=O)NC=1SC=C(N1)C